tert-butyl (S)-(1-(3-methyl-5-(4-(1-(tetrahydro-2H-thiopyran-4-yl)piperidin-4-yl)phenyl)thiophene-2-carbonyl)pyrrolidin-3-yl)carbamate CC1=C(SC(=C1)C1=CC=C(C=C1)C1CCN(CC1)C1CCSCC1)C(=O)N1C[C@H](CC1)NC(OC(C)(C)C)=O